[2-(1,1,1-trifluoro-2-methylpropan-2-yl)-2H-pyrazolo[3,4-b]pyridin-5-yl]boronic acid FC(C(C)(C)N1N=C2N=CC(=CC2=C1)B(O)O)(F)F